Cl.FC(C1=NC=C(C(=O)N)C=C1)(F)F 6-(trifluoromethyl)nicotinamide hydrochloride